C1(=CC=CC=C1)[Si](C=1C=C(C=CC1)C1=NC(=NC(=N1)C1=CC(=CC=C1)[Si](C1=CC=CC=C1)(C1=CC=CC=C1)C1=CC=CC=C1)C=1C=C(C#N)C=CC1)(C1=CC=CC=C1)C1=CC=CC=C1 3-(4,6-bis(3-(triphenylsilyl)phenyl)-1,3,5-triazin-2-yl)benzonitrile